C(C)(C)(C)OC1=NC=C(C(=N1)OC(C)(C)C)OB(O)O (2,4-di-tert-butoxypyrimidin-5-yl)boric acid